(R)-2-(2,4-dibromophenoxy)-3-fluoropropionic acid BrC1=C(O[C@H](C(=O)O)CF)C=CC(=C1)Br